Cl.O[C@H](CN1C(C2=CC=C(C=C2C(C1)(C)C)C(=O)N1CCC2(CNC2)CC1)=O)[C@H]1NCC2=CC=CC=C2C1 2-((R)-2-hydroxy-2-((S)-1,2,3,4-tetrahydroisoquinolin-3-yl)ethyl)-4,4-dimethyl-6-(2,7-diazaspiro[3.5]nonane-7-carbonyl)-3,4-dihydroisoquinolin-1(2H)-one hydrochloride